N-(3-(3-(9H-purin-6-yl)pyridin-2-ylamino)-4-methylphenyl)-2-(3-(trifluoromethyl)cyclohexyl)acetamide N1=CN=C2NC=NC2=C1C=1C(=NC=CC1)NC=1C=C(C=CC1C)NC(CC1CC(CCC1)C(F)(F)F)=O